7-hydroxy-N-(1-methyl-1H-pyrazol-3-yl)-2-(1-methyl-2-oxabicyclo[2.1.1]hex-4-yl)imidazo[1,2-a]pyridine-6-carboxamide OC1=CC=2N(C=C1C(=O)NC1=NN(C=C1)C)C=C(N2)C21COC(C2)(C1)C